FC1=C(C(=C(C=C1F)F)F)C1=CC(=CC=C1)F 2,3,3',5,6-Pentafluoro-[1,1'-biphenyl]